C(C)OCCN1C(=NC2=C1C=CC=C2)C2CCNCC2 (2-ethoxy-ethyl)-2-piperidin-4-yl-1H-benzimidazole